C(C)OC(=O)C1=CN=C(O1)C=1C=C(C=CC1)C1=NN(C(=C1)C(=O)O)CCN1CCOCC1 3-(3-(5-(ethoxycarbonyl)oxazol-2-yl)phenyl)-1-(2-morpholinoethyl)-1H-pyrazole-5-carboxylic acid